N-((4,6-dimethyl-2-oxo-1,2-dihydropyridin-3-yl)methyl)-[1,1'-biphenyl]-3-carboxamide CC1=C(C(NC(=C1)C)=O)CNC(=O)C=1C=C(C=CC1)C1=CC=CC=C1